tert-butyl 3-((8-(benzyl(tert-butoxycarbonyl)amino)-3-isopropylimidazo[1,2-a]pyrazin-6-yl)thio)piperidine-1-carboxylate C(C1=CC=CC=C1)N(C=1C=2N(C=C(N1)SC1CN(CCC1)C(=O)OC(C)(C)C)C(=CN2)C(C)C)C(=O)OC(C)(C)C